C(C)C=1SC(=CN1)[S@@](=O)(N)=NC(NC1=C2C(=NC3=C1CCC3)[C@@H](CC2)C)=O |o1:7| (R) or (S)-2-ethyl-N'-(((R)-3-methyl-1,2,3,5,6,7-hexahydrodicyclopenta[b,e]pyridin-8-yl)carbamoyl)thiazole-5-sulfonimidamide